N-tert-butyl-4-[[2-(5-chloro-2-hydroxy-phenyl)acetyl]amino]-5-fluoro-pyridine-2-carboxamide C(C)(C)(C)NC(=O)C1=NC=C(C(=C1)NC(CC1=C(C=CC(=C1)Cl)O)=O)F